diazobicyclooctane C1CCCC(CCC1)C2CCCCCCC2=[N+]=[N-]